C(#N)C1=C(C=CC=C1)C(C(C)C=1NC(C(=C(N1)C(=O)OC)O)=O)C1=C(C=CC=C1)C#N methyl 2-(1,1-bis(2-cyanophenyl) propan-2-yl)-5-hydroxy-6-oxo-1,6-dihydropyrimidine-4-carboxylate